N1N=CC(=C1)C1=NN2C(=NC=3C=CC=CC3C2=N1)NC=1C(N=CC=NC1)=O (6R)-6-{[2-(1H-pyrazol-4-yl)[1,2,4]triazolo[1,5-c]quinazolin-5-yl]amino}-1,4-diazepin-5-one